7-chlorospiro[indoline-3,4'-piperidin]-2-one ClC=1C=CC=C2C1NC(C21CCNCC1)=O